C(C1=CC=CC=C1)N1CCC(CC1)CCCN1C(NC(C(=C1C)C(=O)OCC)C1=COC2=C(C=C(C=C2C1=O)Cl)Cl)=O ethyl 1-(3-(1-benzylpiperidin-4-yl)propyl)-4-(6,8-dichloro-4-oxo-4H-chromen-3-yl)-6-methyl-2-oxo-1,2,3,4-tetrahydropyrimidine-5-carboxylate